COC1=CC=C(CN(S(=O)(=O)C2=NN(C(=C2F)CN2CCN(CC2)C)C(COC2=NC=CC(=C2)C2=C(C(=CC(=C2)F)C(C)C)CC(=O)O)(C)C)CC2=CC=C(C=C2)OC)C=C1 2-(2-(2-(2-(3-(N,N-bis(4-methoxybenzyl)sulfamoyl)-4-fluoro-5-((4-methylpiperazin-1-yl)methyl)-1H-pyrazol-1-yl)-2-methylpropoxy)pyridin-4-yl)-4-fluoro-6-isopropylphenyl)acetic acid